ClC=1C=CC2=C(N(C(=N2)C2=CC=CC=C2)C(=O)C2=CC=CC=C2)C1 (6-chloro-2-phenyl-1H-benzo[d]imidazol-1-yl)(phenyl)methanone